methyl 2-(2-cyano-4-iodo-5-methoxyphenyl)propanoate C(#N)C1=C(C=C(C(=C1)I)OC)C(C(=O)OC)C